1,4,5,8-tetramethoxynaphthalene COC1=CC=C(C2=C(C=CC(=C12)OC)OC)OC